FC(C(=O)O)(F)F.N1=CC(=CC=C1)C(=O)N pyridine-3-carboxamide Trifluoroacetate Salt